C(\C=C\C1=CC(OC)=C(O)C=C1)(=O)NCCCCN N'-Feruloyl-putrescine